ClC=1C(=NC(=NC1)NC=1C=NN(C1)C1CCOCC1)C1=CC(=C(OCC(C#N)(C)C)C=C1)F (4-(5-chloro-2-((1-(tetrahydro-2H-pyran-4-yl)-1H-pyrazol-4-yl)amino)pyrimidin-4-yl)-2-fluorophenoxy)-2,2-dimethylpropionitrile